C(CCCCCCCCC)[N+](C)(C)[O-] decanyl-dimethyl-amine oxide